3-(4-FLUORO-PHENYL)-1-ISOPROPYL-1H-INDOL FC1=CC=C(C=C1)C1=CN(C2=CC=CC=C12)C(C)C